chloroborane, lithium salt [Li].ClB